O=C1N(C(CC1)=O)OC(CCN1C(C=CC1=O)=O)=O 3-(2,5-Dioxo-2,5-dihydro-pyrrol-1-yl)-propionic acid 2,5-dioxo-pyrrolidin-1-yl ester